C1(CC1)N(C(=O)N1[C@H]2[C@H](N(C[C@@H]1CC2)C(N(C2=CC=CC=C2)C2=CC=CC=C2)=O)C(=O)O)CC=2SC=CC2 (1R,2S,5S)-8-(cyclopropyl(thiophene-2-ylmethyl)carbamoyl)-3-(diphenylcarbamoyl)-3,8-diazabicyclo[3.2.1]octane-2-carboxylic acid